O=CCCC(=O)O.OC1=C(C(=O)N)C=CC(=C1)OC1=CC=C(C=C1)CN1C(CCC1)C=1C(=NN(C1)C)OC 2-hydroxy-4-(4-{[2-(3-methoxy-1-methyl-1H-pyrazol-4-yl)pyrrolidin-1-yl]methyl}phenoxy)benzamide 4-oxobutanate